CC=1NC(=C(C1C(C)=O)C=1C=NN(C1)C)C=1NC=2C(=NC(=CC2)N2CCN(CC2)C)N1 1-{2-methyl-4-(1-methyl-1H-pyrazol-4-yl)-5-[5-(4-methylpiperazin-1-yl)-1H-imidazo[4,5-b]pyridin-2-yl]-1H-pyrrol-3-yl}ethan-1-one